CO[Si](CCC(C(C(C(C(C(CC[Si](OC)(OC)OC)(F)F)(F)F)(F)F)(F)F)(F)F)(F)F)(OC)OC 1,6-bis(2-trimethoxysilylethyl)dodecafluorohexane